NC1=C(C=CC(=C1F)NCCC1=CC=C(C=C1)C(F)(F)F)NC(CCCCCCC)=O N-(2-amino-3-fluoro-4-((4-(trifluoromethyl)phenethyl)amino)phenyl)octanamide